rac-(3aR,5r,6aS)-2-(2-hydroxy-2-(4-hydroxyphenyl)ethyl)-5-(4-methoxybenzyl)octahydro-cyclopenta[c]pyrrol-5-ol OC(CN1C[C@@H]2[C@H](C1)CC(C2)(O)CC2=CC=C(C=C2)OC)C2=CC=C(C=C2)O |r|